2,3,5,6-tetrachlorotoluene ClC1=C(C)C(=C(C=C1Cl)Cl)Cl